(E)-N-(4-(1-(4-(4-(4-((2-(2,6-dioxopiperidin-3-yl)-1-oxoisoindolin-4-yl)thio)butyl)piperazin-1-yl)-3-methylbenzoyl)piperidin-4-yl)butyl)-3-(5-fluoropyridin-3-yl)acrylamide O=C1NC(CCC1N1C(C2=CC=CC(=C2C1)SCCCCN1CCN(CC1)C1=C(C=C(C(=O)N2CCC(CC2)CCCCNC(\C=C\C=2C=NC=C(C2)F)=O)C=C1)C)=O)=O